NC=1C2=C(N(CN1)C1=C3C=CN=C(C3=CC=C1C)NC1=C(C(=CC=C1)Cl)F)C=NC=C2 4-amino-N-(1-((3-chloro-2-fluorophenyl)amino)-6-methylisoquinolin-5-yl)pyrido[3,4-d]pyrimidine